C(C)(C)(C)OC(=O)N1C2CN(CC1CC2)C=2C1=C(N=C(N2)Cl)C(=C(N=C1Cl)C1=CC(=CC2=CC=CC=C12)OC(C(C)(C)C)=O)F 3-(2,5-dichloro-8-fluoro-7-(3-(pivaloyloxy)naphthalen-1-yl)pyrido[4,3-d]pyrimidin-4-yl)-3,8-diazabicyclo[3.2.1]octane-8-carboxylic acid tert-butyl ester